C(C)(C)(C)NCCNCCN t-butyl-N-(2-aminoethyl)-ethylenediamine